1-(2-((2-chlorophenyl)sulfonyl)-2-azaspiro[3.3]hept-6-yl)-3-(4-methoxybenzyl)urea ClC1=C(C=CC=C1)S(=O)(=O)N1CC2(C1)CC(C2)NC(=O)NCC2=CC=C(C=C2)OC